C(C)(=O)NCCN1N=NC(=C1)C=1C=C(OC2=CC=C(C=N2)C(=O)ON2C(CCC2=O)=O)C=CC1 (2,5-dioxopyrrolidin-1-yl) 6-[3-[1-(2-acetamidoethyl)triazol-4-yl] phenoxy]pyridine-3-carboxylate